BrC1=CC=C(C=C1)C(=O)NCC1=C(C=CC=C1)CC(=O)OC(C)(C)C tert-butyl 2-(2-{[(4-bromophenyl)formamido]methyl}phenyl)acetate